Cl.ClC=1C=C(C=CC1)C(=O)N1CCNCC1 (3-chlorophenyl)(piperazin-1-yl)methanone hydrochloride